C(C)(C)(C)C12CN(CC(N1)C2)CCOC=2N=NC(=CC2)Cl tert-butyl-3-[2-(6-chloropyridazin-3-yl)oxyethyl]-3,6-diazabicyclo[3.1.1]heptane